FC(C)(F)C=1C(=C(C=CC1)C(C)NC1=NC(=NC2=CC=CC=C12)C)F 4-((1-(3-(1,1-difluoroethyl)-2-fluorophenyl)ethyl)amino)-2-methylquinazoline